FC=1C(=C(C=C(C1)C1(CC1)C)C(C(=O)O)N1C[C@@H](CC1)OCCCCCC1=NC=2NCCCC2C=C1)OC 2-(3-fluoro-2-methoxy-5-(1-methylcyclopropyl)phenyl)-2-((R)-3-((5-(5,6,7,8-tetrahydro-1,8-naphthyridin-2-yl)pentyl)oxy)pyrrolidin-1-yl)acetic acid